7,8-dihydro-6H-quinolin-5-ol N1=CC=CC=2C(CCCC12)O